C(C)(C)(C)OC(=O)N[C@H](C(=O)N1C[C@H]2[C@@H]([C@H]1C(=O)O)CCC2)[C@@H](C)OC2(CC2)C (3S,3aS,6aR)-2-[(2S,3R)-2-(tert-butoxycarbonylamino)-3-(1-methylcyclopropoxy)butanoyl]-3,3a,4,5,6,6a-hexahydro-1H-cyclopenta[c]pyrrole-3-carboxylic acid